6,8-di-chloro-chromone ClC=1C=C2C(C=COC2=C(C1)Cl)=O